2-methoxy-N-methyl-3-[3-(pyrrolidin-1-yl)propoxy]-6H,7H,8H,9H,10H-cyclohepta[b]quinolin-11-amine COC=1C=C2C(=C3C(=NC2=CC1OCCCN1CCCC1)CCCCC3)NC